N1(N=CC=C1)[C@@H]1[C@H](CC1)C=1NC(C2=C(N1)N(N=C2C#N)[C@@H](C)C=2C=NC(=CC2)C(F)(F)F)=O 6-((1S,2S)-2-(1H-pyrazol-1-yl)cyclobutyl)-4-oxo-1-((S)-1-(6-(trifluoromethyl)pyridin-3-yl)ethyl)-4,5-dihydro-1H-pyrazolo[3,4-d]pyrimidine-3-carbonitrile